N-(4-aminophenyl)-3,4-dichlorobenzenesulfonamide NC1=CC=C(C=C1)NS(=O)(=O)C1=CC(=C(C=C1)Cl)Cl